F[P-](F)(F)(F)(F)F.CN1C(N(C=C1)CCO)C 1,2-dimethyl-3-hydroxyethylimidazole hexafluorophosphate